ClC=1C(=NC(=NC1)NC1=NC(=NO1)C)C1=CC=C2CN(C(C2=C1)=O)[C@@H](C(=O)N[C@H](CO)C1=CC(=CC(=C1)OC)F)C (2R)-2-(6-{5-chloro-2-[(3-methyl-1,2,4-oxadiazol-5-yl)amino]pyrimidin-4-yl}-1-oxo-2,3-dihydro-1H-isoindol-2-yl)-N-[(1S)-1-(3-fluoro-5-methoxyphenyl)-2-hydroxyethyl]propionamide